N-((1r,4r)-4-((4-aminobutyl)(2-(2,6-dioxopiperidin-3-yl)-1-oxoisoindolin-4-yl)amino)cyclohexyl)acetamide NCCCCN(C1CCC(CC1)NC(C)=O)C1=C2CN(C(C2=CC=C1)=O)C1C(NC(CC1)=O)=O